(3,4-diaminophenyl)ethanone NC=1C=C(C=CC1N)C(C)=O